C(C)(C)(C)OC(=O)N1CC=2N(N=C3C=C(C(=CC23)N)Cl)CC1 9-amino-8-chloro-3,4-dihydropyrazino[1,2-b]indazole-2(1H)-carboxylic acid tert-butyl ester